N-((5-fluoro-6-((2-methyl-2H-1,2,3-triazol-4-yl)methoxy)-1H-indol-2-yl)methyl)azetidine-1-carboxamide FC=1C=C2C=C(NC2=CC1OCC1=NN(N=C1)C)CNC(=O)N1CCC1